4-iodo-1-isopropyl-2-(4-isopropylphenoxy)benzene IC1=CC(=C(C=C1)C(C)C)OC1=CC=C(C=C1)C(C)C